COC(CN1CC(CC1=O)C(=O)O)=O 1-(2-methoxy-2-oxoethyl)-5-oxopyrrolidine-3-carboxylic acid